6-chloro-2-((5-chloro-1-(2,2-difluoroethyl)-1H-pyrazol-4-yl)amino)quinazolin ClC=1C=C2C=NC(=NC2=CC1)NC=1C=NN(C1Cl)CC(F)F